NC1=CC=C(C=C1)S(=O)(=O)NCCOC1CCN(CC1)C(=O)OC(C)(C)C tert-butyl 4-[2-[(4-aminophenyl)sulfonylamino]ethoxy]piperidine-1-carboxylate